(2R,3R,4R,5S)-2-(aminomethyl)-5-((6-(trifluoromethyl)pyrazin-2-yl)amino)tetrahydro-2H-pyran-3,4-diol NC[C@H]1OC[C@@H]([C@H]([C@H]1O)O)NC1=NC(=CN=C1)C(F)(F)F